FC1(CCC(CC1)NC1=NC(=NC(=N1)NC1CCC(CC1)(F)F)C=1C(=NNC1)C(F)(F)F)F N2,N4-bis(4,4-difluorocyclohexyl)-6-(3-(trifluoromethyl)-1H-pyrazol-4-yl)-1,3,5-triazine-2,4-diamine